COC1(CN(CC1)C(=O)OCC1=CC=CC=C1)C(=O)OC O1-benzyl O3-methyl 3-methoxypyrrolidine-1,3-dicarboxylate